C1C2C=CC1(C3C2C(=O)NC3=O)O Hydroxy-5-norbornene-2,3-dicarboximide